FC1=C(C=C(C(=C1CCC(=O)O)F)C(F)(F)F)C1=C(C=C(C=C1C)C)C 3-(2,4-difluoro-2',4',6'-trimethyl-5-(trifluoromethyl)-[1,1'-biphenyl]-3-yl)propanoic acid